N1(CCOCC1)CCCN1CC23C(C1=O)C(C(C=C2)O3)C(=O)O 3-(3-Morpholin-4-yl-propyl)-4-oxo-10-oxa-3-aza-tricyclo[5.2.1.0*1,5*]dec-8-ene-6-carboxylic acid